rac-N-((4R,5S)-4-(3-((E)-2-cyano-4-methylpent-2-enamido)phenyl)-7-ethyl-3-methyl-6-oxo-1-phenyl-4,5,6,7-tetrahydro-1H-pyrazolo[3,4-b]pyridin-5-yl)-3-(trifluoromethyl)benzamide C(#N)/C(/C(=O)NC=1C=C(C=CC1)[C@@H]1C2=C(N(C([C@H]1NC(C1=CC(=CC=C1)C(F)(F)F)=O)=O)CC)N(N=C2C)C2=CC=CC=C2)=C\C(C)C |r|